5-bromo-N-(4-(morpholinomethyl)-2-(piperidin-1-yl)phenyl)furan-2-carboxamide BrC1=CC=C(O1)C(=O)NC1=C(C=C(C=C1)CN1CCOCC1)N1CCCCC1